F[C@@H]1C2=C(N3[C@@H]1CNCC3)N=CC(=C2)C(F)(F)F (5R,5aR)-5-fluoro-3-(trifluoromethyl)-5a,6,8,9-tetrahydropyrido[3',2':4,5]pyrrolo[1,2-a]pyrazin